5-bromo-6-nitro-2,3-dihydro-1H-inden-1-one BrC=1C=C2CCC(C2=CC1[N+](=O)[O-])=O